3'-[(4-benzyl-1,4,8-triazacycloundecane-1,8-diyl)bis(methylene)]bis[N-(1,3-dihydroxypropan-2-yl)-2-hydroxy-5-methylbenzamide] C(C1=CC=CC=C1)N1CCN(CCCN(CCC1)CC=1C(=C(C(=O)NC(CO)CO)C=C(C1)C)O)CC=1C(=C(C(=O)NC(CO)CO)C=C(C1)C)O